(R)-4-((1-(hydroxymethyl)cyclobutyl)amino)-2-(2-(pyrrolidin-1-yl)-7,8-dihydro-1,6-naphthyridin-6(5H)-yl)-6,7-dihydrothieno[3,2-d]pyrimidine 5-oxide OCC1(CCC1)NC=1C2=C(N=C(N1)N1CC=3C=CC(=NC3CC1)N1CCCC1)CC[S@]2=O